5-bromo-3-(4-(5-(difluoromethyl)-1,3,4-oxadiazole-2-yl)benzyl)-1-(1-methylpiperidine-4-yl)-1,3-dihydro-2H-benzo[d]imidazole-2-one BrC1=CC2=C(N(C(N2CC2=CC=C(C=C2)C=2OC(=NN2)C(F)F)=O)C2CCN(CC2)C)C=C1